NC=1C2=C(N=CN1)N(C=C2Br)[C@H]2C[C@@H]([C@H](O2)\C=C\CCCNCC21CC(C2)(C1)F)O (2R,3S,5R)-5-(4-amino-5-bromo-pyrrolo[2,3-d]pyrimidin-7-yl)-2-[(E)-5-[(3-fluoro-1-bicyclo[1.1.1]pentanyl)methylamino]pent-1-enyl]tetrahydrofuran-3-ol